FC(C(C(F)(F)F)(C(F)(F)F)OCCCCCCCCCCCCN)(F)F 12-(perfluoro-tert-butoxy)dodecylamine